6-(1-amino-1,3-dihydrospiro[indene-2,4'-piperidine]-1'-yl)-3-(3-hydroxy-1-phenylprop-1-en-1-yl)-1,5-dihydro-4H-pyrazole NC1C2=CC=CC=C2CC12CCN(CC2)C2=CC=CC=C2C(=CCO)C2=NNCC2